[(2S)-4-(5-{[2-methyl-6-(trifluoromethyl)phenyl]methoxy}pyrimidin-2-yl)morpholin-2-yl]methanol CC1=C(C(=CC=C1)C(F)(F)F)COC=1C=NC(=NC1)N1C[C@H](OCC1)CO